N(C(=N)N)CC(C(=O)O)CCCCC 2-(carbamimidamido-methyl)heptanoic acid